C(C)(C)OC(=O)C=1C(=NC=NC1)N1C=CC2=CC=CC=C12 4-(1H-indol-1-yl)pyrimidine-5-carboxylic acid isopropyl ester